COC(C1=CC(=CC(=C1)NC(CN1N=C(C(=C1)C1=CC=NC2=CC=CC=C12)C1=NC(=CC=C1)C)=O)Cl)=O 3-chloro-5-(2-(3-(6-methylpyridin-2-yl)-4-(quinolin-4-yl)-1H-pyrazol-1-yl)acetamido)benzoic acid methyl ester